4-(2-(2-(4-cinnamylpiperazin-1-yl)ethoxy)phenyl)-1H-benzo[d]imidazole C(C=CC1=CC=CC=C1)N1CCN(CC1)CCOC1=C(C=CC=C1)C1=CC=CC=2NC=NC21